NCCOCCOCCC(=O)NC1=C(C(=O)NC2=NN(C=C2)C)C=CC=C1 2-(3-(2-(2-Aminoethoxy)ethoxy)propanamido)-N-(1-methyl-1H-pyrazol-3-yl)benzamide